ethyl 6-methylimidazo[1,2-a]pyridine-3-carboxylate CC=1C=CC=2N(C1)C(=CN2)C(=O)OCC